3-oxo-1-(4-((2-oxo-1,2-dihydroquinolin-3-yl)methyl)phenyl)cyclobutane-1-carbonitrile O=C1CC(C1)(C#N)C1=CC=C(C=C1)CC=1C(NC2=CC=CC=C2C1)=O